Ethyl 2-(methyl((4-morpholino-2-(4-(pyrrolidin-1-yl)phenyl)thieno[3,2-d]pyrimidin-6-yl)methyl)amino)pyrimidine-5-carboxylate CN(C1=NC=C(C=N1)C(=O)OCC)CC1=CC=2N=C(N=C(C2S1)N1CCOCC1)C1=CC=C(C=C1)N1CCCC1